(3R,4R,5R)-4-(4-methylbenzoyloxyl)-5-(4-methylbenzoyloxymethyl)-3-ethynyl-tetrahydro-furan-2,3-diol CC1=CC=C(C(=O)O[C@H]2[C@](C(O[C@@H]2COC(C2=CC=C(C=C2)C)=O)O)(O)C#C)C=C1